6-Methyl 2-((1r,4r)-4-(2-hydroxyethyl)cyclohexyl)-5-(6-(trifluoromethyl)picolinamido)-2H-indazole-6-carboxylate OCCC1CCC(CC1)N1N=C2C=C(C(=CC2=C1)NC(C1=NC(=CC=C1)C(F)(F)F)=O)C(=O)OC